COC(=O)C1=NC=CC(=C1)CCC(=O)O 3-(2-(methoxycarbonyl)pyridin-4-yl)propanoic acid